tert-butyl (3-{[4-(3-phenyl-1-{[2-(trimethylsilyl)ethoxy]methyl}-1H-pyrrolo[3,2-b]pyridin-2-yl)pyridin-3-yl]oxy}propyl)carbamate C1(=CC=CC=C1)C1=C(N(C=2C1=NC=CC2)COCC[Si](C)(C)C)C2=C(C=NC=C2)OCCCNC(OC(C)(C)C)=O